C(C)(C)(C)OC(=O)N1[C@@H](CN(C[C@@H]1C)C1=CC(=C(C=2N=CC=NC12)C(=O)O)F)C cis-8-[(3R,5S)-4-(tert-butoxycarbonyl)-3,5-dimethylpiperazin-1-yl]-6-fluoroquinoxaline-5-carboxylic acid